(3S)-N-[2-cyano-6-(4-isopropylpiperazin-1-yl)phenyl]-3-{5-[(1S,2S)-2-fluorocyclopropyl]-1,2,4-oxadiazol-3-yl}-3-methylpyrrolidine-1-carboxamide C(#N)C1=C(C(=CC=C1)N1CCN(CC1)C(C)C)NC(=O)N1C[C@@](CC1)(C)C1=NOC(=N1)[C@H]1[C@H](C1)F